S(OC1=CC=C2C(=CN(C2=C1)C)C1C(NC(CC1)=O)=O)(=O)(=O)F 3-(2,6-dioxopiperidin-3-yl)-1-methyl-1H-indol-6-yl sulfurofluoridate